N-(3-methoxy-4-(1H-pyrrolo[2,3-b]pyridin-5-yl)phenyl)isobutylamine COC=1C=C(C=CC1C=1C=C2C(=NC1)NC=C2)NCC(C)C